bis(5-ethylnonyl) 2-(3-(1-methylpyrrolidin-2-yl)propyl)-1,3-dioxolane-4,5-dicarboxylate CN1C(CCC1)CCCC1OC(C(O1)C(=O)OCCCCC(CCCC)CC)C(=O)OCCCCC(CCCC)CC